N-(2-((2-(dimethylamino)ethyl)(methyl)amino)-4-methoxy-5-((8-methyl-7-oxo-6-phenyl-7,8-dihydropteridin-2-yl)amino)phenyl)acrylamide CN(CCN(C1=C(C=C(C(=C1)OC)NC1=NC=2N(C(C(=NC2C=N1)C1=CC=CC=C1)=O)C)NC(C=C)=O)C)C